NCCC1=CC=C(C=C1)S(=O)(=O)[O-] p-aminoethyl-benzenesulfonate